C[N+](CC(=O)N([C@](CCC(=O)[O-])(C(=O)[O-])CCCCCCCCCCCC)CCCCCCCCCCCC)(C)C N-(alpha-trimethylammonioacetyl)didodecyl-D-glutamate